3-(4-(2,5-Diazabicyclo[2.2.2]octan-2-yl)-8-fluoro-2-(((2S,7aR)-2-fluorotetrahydro-1H-pyrrolizin-7a(5H)-yl-2,5,5-d3)methoxy)pyrido[4,3-d]pyrimidin-7-yl)-5-chloro-4-cyclopropylphenol C12N(CC(NC1)CC2)C=2C1=C(N=C(N2)OC[C@@]23CCC(N3C[C@@](C2)([2H])F)([2H])[2H])C(=C(N=C1)C=1C=C(C=C(C1C1CC1)Cl)O)F